C(C)(C)(C)OC(NC=1C(=NC=C(C1)C(NC1=CC(=CC=C1)C1(CC1)C#N)=O)C)=O tert-butyl(5-((3-(1-cyanocyclopropyl)phenyl)carbamoyl)-2-methylpyridin-3-yl)carbamate